ClC=1C(=C2C=NN(C2=CC1C)C1OCCCC1)B1OC(C(O1)(C)C)(C)C 5-chloro-6-methyl-1-(tetrahydro-2H-pyran-2-yl)-4-(4,4,5,5-tetramethyl-1,3,2-dioxaborolan-2-yl)-1H-indazole